BrC1=C2C[C@@H](N([C@H](C2=CC=C1)C)C(CC1=C(C=CC=C1)F)=O)CO[Si](C)(C)C(C)(C)C 1-((1S,3R)-5-bromo-3-(((tert-butyldimethylsilyl)oxy)methyl)-1-methyl-3,4-dihydroisoquinolin-2(1H)-yl)-2-(2-fluorophenyl)ethan-1-one